F[C@]1(CN(CC[C@H]1O)C1=NC=CC(=N1)NC=1C=C2C(=CN=C(C2=CN1)N1CC(C1)CC#N)C(C)C)C 2-(1-(6-((2-((3S,4R)-3-fluoro-4-hydroxy-3-methylpiperidin-1-yl)pyrimidin-4-yl)amino)-4-isopropyl-2,7-naphthyridin-1-yl)azetidin-3-yl)acetonitrile